dimethyl-dodecanediol CC(C(O)(O)C)CCCCCCCCCC